OP(O)OP(O)O.CC1=C(C(=CC(=C1)C(C)(C)C)C(C)(C)C)C(O)(C(CO)(CO)CO)C1=C(C=C(C=C1C(C)(C)C)C(C)(C)C)C bis(2-methyl-4,6-di-tert-butylphenyl)pentaerythritol diphosphite